4-[3-(2-aminoethyl)-4-methyl-5-oxo-4,5-dihydro-1H-1,2,4-triazol-1-yl]-N-(2,6-difluorophenyl)-5-fluoro-2-{[(2S)-1,1,1-trifluoropropan-2-yl]oxy}benzamide NCCC1=NN(C(N1C)=O)C1=CC(=C(C(=O)NC2=C(C=CC=C2F)F)C=C1F)O[C@H](C(F)(F)F)C